(S)-1-(3-(4-amino-7-(cyclopropylmethyl)-3-((2,6-dimethoxypyridin-4-yl)ethynyl)-1H-pyrazolo[4,3-c]pyridin-1-yl)pyrrolidin-1-yl)prop-2-en-1-one NC1=NC=C(C2=C1C(=NN2[C@@H]2CN(CC2)C(C=C)=O)C#CC2=CC(=NC(=C2)OC)OC)CC2CC2